NC1=C(C2=C(S1)C(=CC(=C2C2=C(C=C1C(=NC(=NC1=C2F)OC[C@]2(N(CCC2)C)C)N([C@H](C)N2CC=NC=C2)C)Cl)F)F)C#N (S)-2-amino-4-(6-chloro-2-(((S)-1,2-dimethylpyrrolidin-2-yl)methoxy)-8-fluoro-4-(methyl((R)-1-(pyrazin-4-yl)ethyl)amino)quinazolin-7-yl)-5,7-difluorobenzo[b]thiophene-3-carbonitrile